FC1(CNCC[C@@H]1C1=CC=CC=2N(CCOC21)N2C(CCCC2=O)=O)F [8-[(4R)-3,3-difluoro-4-piperidyl]-2,3-dihydro-1,4-benzoxazin-4-yl]piperidine-2,6-dione